[2H]C(C=1C=C2C3=C(C(NC3=CC=C2F)=O)C1)(Cl)[2H] 4-(Dideuterochloromethyl)-6-fluoro-benzo[cd]indol-2(1H)-one